(S)-1-{[5-bromo-3-(difluoromethyl)pyridin-2-yl]oxy}-2,4-dimethylpentan-2-amine BrC=1C=C(C(=NC1)OC[C@](CC(C)C)(N)C)C(F)F